5'h,7'h-spiro[cyclopropane-1,6'-pyrazolo[5,1-b][1,3]oxazine] N1=CC=C2OCC3(CN21)CC3